ClC1=C(C=C(C(=C1)OC)C)C=1N=C(SC1C)N(CC#C)[C@@H](CC1CC1)C1=CC(=C(C=C1)C)F (S)-4-(2-chloro-4-methoxy-5-methylphenyl)-N-(2-cyclopropyl-1-(3-fluoro-4-methylphenyl)ethyl)-5-methyl-N-(prop-2-yn-1-yl)thiazol-2-amine